4-(2-(4-azaspiro[2.4]heptan-4-yl)-6,7-dihydro-5H-cyclopenta[d]pyrimidin-4-yl)benzamide C1CC12N(CCC2)C=2N=C(C1=C(N2)CCC1)C1=CC=C(C(=O)N)C=C1